COC(CCNC(=O)NS(=O)(=O)C1=CC=C(C)C=C1)=O N-(p-toluenesulfonylaminocarbonyl)-β-alanine-methyl ester